4-((3-(1,1-difluoropropyl)phenyl)carbamoyl)-2-(4-methoxyphenyl)-5-methyl-1H-imidazole 3-oxide FC(CC)(F)C=1C=C(C=CC1)NC(=O)C=1[N+](=C(NC1C)C1=CC=C(C=C1)OC)[O-]